C12(CC3CC(CC(C1)C3)C2)NC(=S)NS(=O)(=O)C2=CC=C(C=C2)OC(F)(F)F N-(((3s,5s,7s)-adamantan-1-yl)carbamothioyl)-4-(trifluoromethoxy)benzenesulfonamide